C1OCC12CN(C2)C2CCC(CC2)N2C(NC1=C2C=C(C(=C1)C=1C(=C(C=2N(C1)N=CN2)OC)C)C(C)C)=O 1-(4-(2-oxa-6-azaspiro[3.3]hept-6-yl)cyclohexyl)-6-isopropyl-5-(8-methoxy-7-methyl-[1,2,4]triazolo[1,5-a]pyridin-6-yl)-1,3-dihydro-2H-benzo[d]imidazol-2-one